4-[6-(1-Methyl-1H-pyrazol-4-yl)pyrazolo[1,5-a]pyridin-3-yl]piperazine-1-carboxylic acid tetrahydro-2H-pyran-4-yl ester O1CCC(CC1)OC(=O)N1CCN(CC1)C=1C=NN2C1C=CC(=C2)C=2C=NN(C2)C